4-(2-acryloyl-2,6-diazaspiro[3.4]octan-6-yl)-6-(5-methyl-1H-indazol-4-yl)-2-((6-(trifluoromethyl)pyridin-2-yl)methoxy)pyrimidine-5-carbonitrile C(C=C)(=O)N1CC2(C1)CN(CC2)C2=NC(=NC(=C2C#N)C2=C1C=NNC1=CC=C2C)OCC2=NC(=CC=C2)C(F)(F)F